O=C1[C@@]2(C=3C(=NC=CC3)N1)CC1=CC=C(C=C1C2)C(=O)OC methyl (S)-2'-oxo-1,1',2',3-tetrahydrospiro[indene-2,3'-pyrrolo[2,3-b]pyridine]-5-carboxylate